2-[3-(6-methyl-2-pyridyl)-1H-pyrazol-4-yl]-7-(4,5,6,7-tetrahydrotriazolo[1,5-a]pyrimidin-3-yl)-1,5-naphthyridine CC1=CC=CC(=N1)C1=NNC=C1C1=NC2=CC(=CN=C2C=C1)C=1N=NN2C1NCCC2